((trimethylsilyl)ethynyl)-1H-indole-1-carboxylate C[Si](C)(C)C#COC(=O)N1C=CC2=CC=CC=C12